OC1=CC=C(C2=CC=CC=C12)C1=CC=C(C=C1)[C@H](CC(=O)OC)NC(CNC(CCCC1=CC=C2CCCN(C2=N1)C(=O)OC(C)(C)C)=O)=O (S)-tert-butyl 7-(4-((2-((1-(4-(4-hydroxynaphthalen-1-yl)phenyl)-3-methoxy-3-oxopropyl)amino)-2-oxoethyl)amino)-4-oxobutyl)-3,4-dihydro-1,8-naphthyridine-1(2H)-carboxylate